CC(=O)N[C@@H]1[C@H](C[C@@](O[C@H]1[C@@H]([C@@H](CO)O)O)(C(=O)O)O[C@H]2[C@H]([C@H](O[C@H]([C@@H]2O)O[C@@H]3[C@H]([C@@H](O[C@@H]([C@@H]3O)CO)O[C@H]4[C@H](O[C@H]([C@@H]([C@H]4O[C@@]5(C[C@@H]([C@H]([C@@H](O5)[C@@H]([C@@H](CO)O[C@@]6(C[C@@H]([C@H]([C@@H](O6)[C@@H]([C@@H](CO)O)O)NC(=O)C)O)C(=O)O)O)NC(=O)C)O)C(=O)O)O)O[C@@H]7[C@H](O[C@H]([C@@H]([C@H]7O)O)O)CO)CO)NC(=O)C)CO)O)O The molecule is a heptasaccharide derivative corresponding to the carbohydrate portion of ganglioside GT1b. It is an amino oligosaccharide and a heptasaccharide derivative.